1,1-difluoromethyl-N,N-dimethylamine FCC(NC)CF